C(C)(C)(C)OC(NCC(O)(C1(CC1)F)C1=NC(=C(C(=C1)C(C)(C)O[Si](C)(C)C(C)(C)C)F)Cl)=O (2-(4-(2-((tert-butyldimethylsilyl)oxy)propan-2-yl)-6-chloro-5-fluoropyridin-2-yl)-2-(1-fluoroCyclopropyl)-2-hydroxyethyl)carbamic acid tert-butyl ester